glycerol methylpropionate CC(C(=O)OCC(O)CO)C